Ethyl 1-((2-(azetidin-1-yl)pyrimidin-5-yl)methyl)-1H-pyrazole-4-carboxylate N1(CCC1)C1=NC=C(C=N1)CN1N=CC(=C1)C(=O)OCC